CN(C)CC=1C=C(C=CC1)[S@@](=O)(N)=NC(NC1=C2CCCC2=CC=2CCCC12)=O (R)-3-((dimethylamino)methyl)-N'-(1,2,3,5,6,7-hexahydro-s-indacen-4-ylcarbamoyl)benzene-sulfonimidamide